ClC=1C(=NN2C1CN(CCC2)C=2C1=C(N=C(N2)Cl)C[C@]2(CCCC3=CC=CC=C23)N(C1)C)C(=O)N(C)C 3-chloro-5-[(7S)-2-chloro-6-methyl-spiro[5,8-dihydropyrido[4,3-d]pyrimidine-7,1'-tetralin]-4-yl]-N,N-dimethyl-4,6,7,8-tetrahydropyrazolo[1,5-a][1,4]diazepine-2-carboxamide